3-(5-((2-(4-(((1s,3s)-adamantan-1-yl)methyl)piperazin-1-yl)ethyl)amino)-2-methyl-4-Oxoquinazolin-3(4H)-yl)piperidine-2,6-dione C12(CC3CC(CC(C1)C3)C2)CN2CCN(CC2)CCNC2=C3C(N(C(=NC3=CC=C2)C)C2C(NC(CC2)=O)=O)=O